1-methyl-3-ethylimidazoledisalicylic acid N-methyl-N-(2-methyl-1-oxo-2,3-dihydro-1H-inden-5-yl)acrylamide CN(C(C=C)=O)C=1C=C2CC(C(C2=CC1)=O)C.CN1C(N(C(=C1)C=1C=CC=C(C1C(=O)O)O)CC)C=1C=CC=C(C1C(=O)O)O